ClC1=C(C(=NC(=N1)C1=CC=CC=C1)N)OC1=C(C=CC=C1)OC chloro-5-(2-methoxyphenoxy)-2-phenylpyrimidin-4-amine